O[C@H]1CN(CCC1)C=1N=CC2=C(N1)C=C(N=C2C)C2=CC(=CC1=CC=CC=C21)C2=C(C(=O)O)C=CC=C2 4-(((R)-3-hydroxypiperidine-1-yl)-5-methylpyrido[4,3-d]pyrimidin-7-yl)naphthalen-2-ylbenzoic acid